4,4'-trimethylenebis(1-piperidineethanol) N1(CCC(CC1)CCCC1CCN(CC1)CCO)CCO